(2R)-2-amino-N,3-dimethylbutyramide trifluoroacetate salt FC(C(=O)O)(F)F.N[C@@H](C(=O)NC)C(C)C